FC1(CC1)C1=NC2=CC=C(C=C2C(=N1)N1CCC(CC1)C1C(CCCC1)OC)N(CCO)C 2-({2-(1-Fluoro-cyclopropyl)-4-[4-(2-methoxy-cyclohexyl)-piperidin-1-yl]-quinazolin-6-yl}-methyl-amino)-ethanol